6'-(4-(3,6-dimethyl-9H-carbazol-9-yl)phenyl)-[1,1':2,1''-terphenyl] CC=1C=CC=2N(C3=CC=C(C=C3C2C1)C)C1=CC=C(C=C1)C1=CC=CC=C1C=1C(=CC=CC1)C1=CC=CC=C1